tert-butyl 8-[3-[(1-benzyloxycarbonyl-4-piperidyl)oxy]phenyl]-3,8-diazabicyclo[3.2.1]octane-3-carboxylate C(C1=CC=CC=C1)OC(=O)N1CCC(CC1)OC=1C=C(C=CC1)N1C2CN(CC1CC2)C(=O)OC(C)(C)C